C=CC=CC=CCCC 9Z-nonatriene